C(C)(C)=[Zr]C1=C(C=CC=2C3=CC=CC=C3CC12)C1C=CC=C1 Isopropylidene(cyclopentadienyl-fluorenyl)zirconium